COC(=O)N1CC2(CNC2)C1 2,6-diazaspiro[3.3]Heptane-6-carboxylic acid methyl ester